C1CCC=2C(=CC=CC12)C(=O)NCCCC[C@@H](C=1NC(=CN1)C1=CC2=CC=CC=C2C=C1)NC(=O)C1=CN=CS1 (S)-N-(5-(2,3-dihydro-1H-indene-4-carboxamido)-1-(5-(naphthalen-2-yl)-1H-imidazol-2-yl)pentyl)thiazole-5-carboxamide